C(C)OC(C1=C(C=CC(=C1)N1[C@H](CC(CC1)C)CC)[N+](=O)[O-])=O (S)-5-(2-ethyl-4-methylpiperidin-1-yl)-2-nitrobenzoic acid ethyl ester